N-[(6-Amino-2-pyridyl)sulfonyl]-6-(5-methoxy-2-methylphenyl)-2-(2,2,4-trimethylpyrrolidin-1-yl)pyridin-3-carboxamid NC1=CC=CC(=N1)S(=O)(=O)NC(=O)C=1C(=NC(=CC1)C1=C(C=CC(=C1)OC)C)N1C(CC(C1)C)(C)C